BrC1=CC=C(C=C1)C1(N(C2=CC(=CC=C2C1=O)OC)C1=CC=C(C=C1)OC)O 2-(4-Bromophenyl)-2-hydroxy-6-methoxy-1-(4-methoxyphenyl)-2,3-dihydro-1H-indol-3-one